ethyl 2-[[4-[[(4-carboxyphenyl) methyl] amino]-6-[3-(hydroxymethyl)-1-piperidinyl]-2-pyrimidinyl] amino]-4-methyl-5-thiazolecarboxylate C(=O)(O)C1=CC=C(C=C1)CNC1=NC(=NC(=C1)N1CC(CCC1)CO)NC=1SC(=C(N1)C)C(=O)OCC